2-[4-[4-[(2,6-dioxo-3-piperidyl)amino]-2,5-difluoro-phenyl]-1-piperidyl]acetic acid O=C1NC(CCC1NC1=CC(=C(C=C1F)C1CCN(CC1)CC(=O)O)F)=O